(7-(2-(4-(6-fluorobenzothiophen-4-yl)piperazin-1-yl)ethyl)-2-oxo-3,4-dihydroquinoline-1(2H)-yl)-2-methylheptanoic acid methyl ester COC(C(CCCCC)(C)N1C(CCC2=CC=C(C=C12)CCN1CCN(CC1)C1=CC(=CC2=C1C=CS2)F)=O)=O